(1-hydroxy-3,3-dimethylbutan-2-yl)carbamic acid tert-butyl ester C(C)(C)(C)OC(NC(CO)C(C)(C)C)=O